6-((6-Fluoropyridin-2-yl)amino)-N-methoxy-4-((2-(N-Methylmethylsulfonamido)pyridin-3-yl)amino)nicotinamide FC1=CC=CC(=N1)NC1=NC=C(C(=O)NOC)C(=C1)NC=1C(=NC=CC1)N(S(=O)(=O)C)C